(3,6-dichloropyridin-2-yl)methanol ClC=1C(=NC(=CC1)Cl)CO